OC1=C(C=CC=C1)S(=O)(=O)C1=C(C=CC=C1)O Bis-(hydroxyphenyl)sulfone